C(CCCCCCC\C=C/CCCCCCCC)OC(CN(C)C)COCCCCCCCC\C=C/CCCCCCCC 2,3-Dioleyloxy-1-(dimethylamino)propane